FC=1C=C(C=CC1OC(F)(F)F)C1CN(C1)C(=O)N1C[C@@H]2[C@@H](OCC(N2)=O)CC1 (4aR,8aS)-6-(3-(3-Fluoro-4-(trifluoromethoxy)phenyl)azetidine-1-carbonyl)hexahydro-2H-pyrido[4,3-b][1,4]oxazin-3(4H)-one